2-(tetrahydrofuranyl)aniline O1C(CCC1)C1=C(N)C=CC=C1